C(#N)C=1C=C(C(=O)NC=2C=C3C(=NNC3=CC2)C2=CC=NC=C2)C=CC1 3-cyano-N-(3-(pyridin-4-yl)-1H-indazol-5-yl)benzamide